COC1=C(C=C2C(=NC=NC2=C1)C=1C(=NN(C1)C)C1=CC=CC=C1)NC(=O)[C@]12COC[C@@H]2C1 (1R,5R)-N-(7-methoxy-4-(1-methyl-3-phenyl-1H-pyrazol-4-yl)quinazolin-6-yl)-3-oxabicyclo[3.1.0]hexane-1-carboxamide